ClC=1C(=NN(C1)C1=NC=C(C(=C1)N1C(C(=C(C=C1C)OC([2H])([2H])C1=NC=C(C=C1F)F)Cl)=C=O)C)C(C)(C)NC(C)=O (S)-N-(2-(4-chloro-1-(3-chloro-4-((3,5-difluoropyridin-2-yl)methoxy-d2)-5',6-dimethyl-2-carbonyl-2H-[1,4'-bipyridin]-2'-yl)-1H-pyrazol-3-yl)propan-2-yl)acetamide